FC(C=1C=C(C=C(C1)C(F)(F)F)C1=CC2=C(NC([C@H]3N(C2=O)CCN(C3)C(COC3=C(C=C(C=C3)OC(F)(F)F)I)=O)=O)C=N1)(F)F (S)-8-(3,5-bis(trifluoromethyl)phenyl)-2-(2-(2-iodo-4-(trifluoromethoxy)phenoxy)acetyl)-1,3,4,12a-tetrahydropyrazino[1,2-a]pyrido[3,4-e][1,4]diazepine-6,12(2H,11H)-dione